1-(1-(tetrahydro-2H-pyran-2-yl)-1H-pyrazol-4-yl)pyridin-2(1H)-one O1C(CCCC1)N1N=CC(=C1)N1C(C=CC=C1)=O